3-(4-([4,4'-bipiperidin]-1-yl)-3-methyl-2-oxo-2,3-dihydro-1H-benzo[d]imidazol-1-yl)piperidine-2,6-dione N1(CCC(CC1)C1CCNCC1)C1=CC=CC=2N(C(N(C21)C)=O)C2C(NC(CC2)=O)=O